1-benzylidene-7-heptanal C(C1=CC=CC=C1)=CCCCCCC=O